tert-butyl 4-[(R)-(4-bromo-5-chloro-2-methoxyphenyl)([[(S)-2-methylpropane-2-sulfinyl]amino])methyl]piperidine-1-carboxylate BrC1=CC(=C(C=C1Cl)[C@@H](C1CCN(CC1)C(=O)OC(C)(C)C)N[S@@](=O)C(C)(C)C)OC